tert-butyl (3-formylcyclobutyl)(methyl)carbamate C(=O)C1CC(C1)N(C(OC(C)(C)C)=O)C